((10-butyl-2-methoxy-10H-phenothiazine-3-yl)methylene)-1H-indene-1,3(2H)-dione C(CCC)N1C2=CC=CC=C2SC=2C=C(C(=CC12)OC)C=C1C(C2=CC=CC=C2C1=O)=O